C(C)(C)(C)C1=C(OCC=2NC(NC2)=S)C=CC(=C1)C(C)(C)C 4-[(2,4-Di-t-butylphenoxy)methyl]1,3-dihydroimidazole-2-thione